3-(4-(3-oxocyclobutyl)phenoxy)piperidine-2,6-dione O=C1CC(C1)C1=CC=C(OC2C(NC(CC2)=O)=O)C=C1